NC=1N=NC(=CC1N1CC2CCC(C1)N2C2=NC=C(C=N2)N2CC1(CN(C1)C1CC3(CC(C3)C(=O)O)C1)C2)C2=C(C=CC=C2)O 6-(6-(2-(3-(3-amino-6-(2-hydroxyphenyl)pyridazin-4-yl)-3,8-diazabicyclo[3.2.1]octan-8-yl)pyrimidin-5-yl)-2,6-diazaspiro[3.3]heptan-2-yl)spiro[3.3]heptane-2-carboxylic acid